C(C)C1(C(=NC2=C(C=C(C=C12)C1=NCN(C=C1F)C1=NC=C(C=C1)C1CCN(CC1)CC)F)C)C 4-(3-ethyl-7-fluoro-2,3-dimethyl-3H-indol-5-yl)-N-(5-(1-ethylpiperidin-4-yl)pyridin-2-yl)-5-fluoropyrimidine